(tetramethyl-cyclopentadienyl)(cyclopentadienyl)zirconium CC=1C(=C(C(C1)(C)[Zr]C1C=CC=C1)C)C